ClC1=C(C(=CC=C1)Cl)CC(=O)N1[C@H](C2=CC=CC(=C2C[C@@H]1CO)C=1C=NNC1)C 2-(2,6-dichlorophenyl)-1-((1S,3R)-3-(hydroxymethyl)-1-methyl-5-(1H-pyrazol-4-yl)-3,4-dihydroisoquinolin-2(1H)-yl)ethan-1-one